5-(8-(3,3-difluoro-4-((5-(trifluoromethoxy)pyridin-2-yl)oxy)pyrrolidin-1-yl)imidazo[1,2-b]pyridazin-6-yl)pyrimidine-2,4(1H,3H)-dione FC1(CN(CC1OC1=NC=C(C=C1)OC(F)(F)F)C=1C=2N(N=C(C1)C=1C(NC(NC1)=O)=O)C=CN2)F